N1,N4-bis(2-chlorophenyl)-2-(2-methoxyethoxy)benzene-1,4-diamine ClC1=C(C=CC=C1)NC1=C(C=C(C=C1)NC1=C(C=CC=C1)Cl)OCCOC